C(CCCCCCCCCC(C)C)C(=O)CCCCCCCCCCC(C)C isotridecyl ketone